diethyl 2-(((3aR,5R,6R,6aR)-6-acetoxy-6-ethynyl-2,2-dimethyl-tetrahydrofuro[2,3-d][1,3]dioxol-5-yl)methoxy)-2-(4-(2-oxotetrahydropyrimidin-1(2H)-yl)benzyl)malonate C(C)(=O)O[C@@]1([C@H](O[C@@H]2OC(O[C@@H]21)(C)C)COC(C(=O)OCC)(C(=O)OCC)CC2=CC=C(C=C2)N2C(NCCC2)=O)C#C